3,7-dimethyl-1,3,7-octatriene CC(C=C)=CCCC(=C)C